ClC1=CC=C(C=N1)NC1=NC=CC2=CC(=CC=C12)O[C@H]1C[C@@H](CC1)O |r| rac-(1R,3R)-3-((1-((6-chloropyridin-3-yl)amino)isoquinolin-6-yl)oxy)cyclopentan-1-ol